CN\N=C\C1=NC=C(C=C1)C(F)(F)F (e)-2-((2-methylhydrazineylidene)methyl)-5-(trifluoromethyl)pyridine